(4-(Aminomethyl)piperidin-1-yl)(5-(4-(trifluoromethyl)phenoxy)naphthalen-2-yl)methanone NCC1CCN(CC1)C(=O)C1=CC2=CC=CC(=C2C=C1)OC1=CC=C(C=C1)C(F)(F)F